FC=1C=C(C(=O)NC2=C(C=CC(=C2)CN2CCCCC2)C)C=CC1NC1=NC=C(C(=N1)C1=CC=C(C=C1)F)SC 3-fluoro-4-[4-(4-fluoro-phenyl)-5-methylsulfanyl-pyrimidin-2-ylamino]-N-(2-methyl-5-piperidin-1-ylmethyl-phenyl)-benzamide